CC1=C(C(=O)NC2=C(C=C(C=C2)C=2CCNCC2)C)C=CC(=C1)C=1CCNCC1 2-methyl-N-(2-methyl-4-(1,2,3,6-tetrahydropyridin-4-yl)phenyl)-4-(1,2,3,6-tetrahydropyridin-4-yl)benzamide